C(CCC)N(CCC[Si](OC)(OC)OC)CC1OC1 butyl-[(oxiran-2-yl)methyl][3-(trimethoxysilyl)propyl]amine